NCCNC1CCN(CC1)C1=C(C=NC2=CC=C(C=C12)C1=CC=CC(=N1)C(=O)OC)C1=CC(=CC(=C1)F)F methyl 6-(4-(4-((2-aminoethyl)amino)piperidin-1-yl)-3-(3,5-difluorophenyl)quinolin-6-yl)picolinate